(1R,3r,5S)-bicyclo[3.1.0]hex-3-yl chloroformate ClC(=O)OC1C[C@H]2C[C@H]2C1